FC=1C(=NC=CC1)C(C)NC[C@@H](CC)O (2R)-1-{[1-(3-Fluoropyridin-2-yl)ethyl]amino}butan-2-ol